C(CC=C)OC1=C(C=CC(=C1)OC)[N+](=O)[O-] 2-(but-3-en-1-yloxy)-4-methoxy-1-nitrobenzene